[K].ClC1=CC2=C(OC3=C2C=CC(=C3)C=3C2=CC=CC=C2C(=C2C=CC=CC32)C=3C=CC=2C(C4=CC=CC=C4C2C3)(C)C)C=C1 2-chloro-7-(10-(9,9-dimethyl-9H-fluoren-3-yl)anthracen-9-yl)dibenzofuran potassium